C([C@H](C(=O)O)O)OP(=O)(O)[O-] D-3-phosphoglycerate